FC1(CCC(CC1)NC1=NC(=CC(=C1)C(CC1=NN(N=C1)C)O)N1N=C(C=C1)C)F 1-(2-((4,4-difluorocyclohexyl)amino)-6-(3-methyl-1H-pyrazol-1-yl)pyridin-4-yl)-2-(2-methyl-2H-1,2,3-triazol-4-yl)ethan-1-ol